CC1=CC=C(C=C1)S(=O)(=O)OC1CCN(CC1)C1CC2(C1)CCN(CC2)C2=C1CN(C(C1=CC=C2)=O)C2C(NC(CC2)=O)=O 1-(7-(2-(2,6-dioxopiperidin-3-yl)-1-oxoisoindol-4-yl)-7-azaspiro[3.5]non-2-yl)piperidin-4-yl 4-methylbenzenesulfonate